(2S,3S)-2-Ammonio-3-methylpentanoate [NH3+][C@H](C(=O)[O-])[C@H](CC)C